(R,S)-4-((5-Chloropyridin-2-yl)((8-methyl-4-oxochroman-7-yl)oxy)methyl)benzonitrile ClC=1C=CC(=NC1)[C@@H](C1=CC=C(C#N)C=C1)OC1=CC=C2C(CCOC2=C1C)=O